ammonia dipotassium phosphate P(=O)([O-])([O-])O.[K+].[K+].N